N(C(=O)C)C=1C=C(C=CC1)CC(=O)NC1=NC=C(C(=C1)C=1C=C(N2CC(CC12)(C)C)C#N)Cl 2-(3-Acetaminophenyl)-N-(5-chloro-4-(5-cyano-2,2-dimethyl-2,3-dihydro-1H-pyrrolizin-7-yl)pyridin-2-yl)acetamide